(R)-1-(1-(2,4-dichlorobenzyl)-1H-benzo[d]imidazol-2-yl)piperidin-3-amine ClC1=C(CN2C(=NC3=C2C=CC=C3)N3C[C@@H](CCC3)N)C=CC(=C1)Cl